ethyl 1-methyl-7-oxo-5,6-dihydro-4H-indazole-3-carboxylate CN1N=C(C=2CCCC(C12)=O)C(=O)OCC